((2S,4S,5S)-4-amino-5-hydroxytetrahydro-2H-pyran-2-yl)((S)-1-(4-fluorophenyl)-3,4-dihydroisoquinolin-2(1H)-yl)methanone N[C@H]1C[C@H](OC[C@H]1O)C(=O)N1[C@H](C2=CC=CC=C2CC1)C1=CC=C(C=C1)F